NC(CCCCCCCCCCCN)S(=O)(=O)[O-].OC(C)[N+]1=CC=C(C=C1)CCCC 1-hydroxyethyl-4-butylpyridinium 1,12-diaminododecanesulfonate